CC1(OCCN2C=3N=C(N=C(C3N=C12)N1C=C2C(C1)COC2)C=2C=C1C(=NC2)NC=C1C)C 8,8-Dimethyl-3-(3-methyl-1H-pyrrolo[2,3-b]pyridin-5-yl)-1-(tetrahydro-furo[3,4-c]pyrrol-5-yl)-5,6-dihydro-8H-7-oxa-2,4,4b,9-tetraaza-fluorene